5-(3-fluoro-5-(trifluoromethoxy)phenyl)-1-(5-fluoropyridin-3-yl)-1H-pyrazole-3-carboxylic acid FC=1C=C(C=C(C1)OC(F)(F)F)C1=CC(=NN1C=1C=NC=C(C1)F)C(=O)O